C1(CC1)C1=C(OC2=CC=C(C(=C2C(=O)NC2=CC(=C(C=C2)F)C#N)F)C(F)(F)F)C=CC(=C1)OC(F)(F)F 6-(2-cyclopropyl-4-(trifluoromethoxy)phenoxy)-N-(3-cyano-4-fluorophenyl)-2-fluoro-3-trifluoromethyl-benzamide